2-[(3-aminoindan-5-yl)amino]-8-bromo-6-(2,6-dichlorophenyl)pyrido[4,3-d]pyrimidin-5-one NC1CCC2=CC=C(C=C12)NC=1N=CC2=C(N1)C(=CN(C2=O)C2=C(C=CC=C2Cl)Cl)Br